2-pentyl 4-butylbenzoate C(CCC)C1=CC=C(C(=O)OC(C)CCC)C=C1